tert-butyl N-(tert-butoxycarbonyl)-N-[6-[(3S)-oxolan-3-ylamino]pyrimidin-4-yl]carbamate C(C)(C)(C)OC(=O)N(C(OC(C)(C)C)=O)C1=NC=NC(=C1)N[C@@H]1COCC1